C(CCCCCCCCCCCC)OC(CCC1=CC(=C(C(=C1)C(C)(C)C)O)C(C)(C)C)=O.CN(C=1C(=NC=CC1)NC(=S)NC(C1=NC=C(C=C1)S(=O)(=O)C1CN(C1)C)=N)C N-((3-(Dimethylamino)pyridin-2-yl)carbamothioyl)-5-((1-methylazetidin-3-yl)sulfonyl)picolinimidamide tridecyl-3,5-di-tert-butyl-4-hydroxy-benzenepropionate